4-(4-(naphthalene-1-sulfonyl)-3,4-dihydro-2H-pyrido[4,3-b][1,4]oxazin-8-yl)benzonitrile C1(=CC=CC2=CC=CC=C12)S(=O)(=O)N1C2=C(OCC1)C(=CN=C2)C2=CC=C(C#N)C=C2